potassium trifluoro-[[(5-fluoro-2-methoxy-benzoyl) amino] methyl] borate B(OCNC(C1=C(C(=C(C(=C1F)F)F)F)OC)=O)([O-])[O-].[K+].[K+]